C[C@H]1N(CCOC1)C1=CC(=C2C(=N1)C(=NS2)C2=CC(=NN2)C)N2N=NC=C2C(F)(F)F (3R)-3-methyl-4-[3-(3-methyl-1H-pyrazol-5-yl)-7-[5-(trifluoromethyl)-1H-1,2,3-triazol-1-yl]-[1,2]thiazolo[4,5-b]pyridin-5-yl]morpholine